NC([C@H](CC1=CC=CC=C1)NC(C1=CC=C(C=C1)F)=O)=O (S)-N-(1-amino-1-oxo-3-phenylpropan-2-yl)-4-fluorobenzamide